(hydroxymethyl)-5-methyl-1,3-dioxol-2-one OCC=1OC(OC1C)=O